O=C1N(CCN1)C1=CC=C(N=N1)C(=O)NC([2H])([2H])[2H] 6-(2-oxoimidazolidin-1-yl)-N-(trideuteriomethyl)pyridazine-3-carboxamide